(3-benzyl-3-azabicyclo[3.1.0]hexane-1-yl)methanol C(C1=CC=CC=C1)N1CC2(CC2C1)CO